FC1(C(C1)SC=1N=C2N(N1)[C@@H](C[C@@H]2F)C2=CC=CC=C2)F (5S,7S)-2-(2,2-difluorocyclopropyl)thio-7-fluoro-5-phenyl-6,7-dihydro-5H-pyrrolo[1,2-b][1,2,4]triazole